BrC1=CC=C(CCN2C(C=CC=C2)=O)C=C1 1-(4-bromophenethyl)pyridin-2(1H)-one